C(C)C1=CC=C(C=C1)C(=O)OC(CO)CO 2-(4-ethylphenyl)formyloxy-1,3-propanediol